ClC=1C=C(C=CC1F)NC1=NC=NC2=CC(=C(C=C12)NC(C=C)=O)OCCCN1CCOCC1 (N-{4-[(3-chloro-4-fluorophenyl)amino]-7-(3-(morpholin-4-yl)propoxy)quinazolin-6-yl}prop-2-enamide)